CN(C1=CC=C(C=C1)P(C1=CC=CC=C1)C1=CC=CC=C1)C 4-(dimethylamino)phenyl-diphenylphosphine